COC1=CC=C(C=C1)C(C(=O)OC)C(C)=O Methyl 2-(4-methoxyphenyl)-3-oxobutanoate